[C@@H]1(C[C@H](O)[C@@H](CO)O1)N1C(=O)NC(=O)C(C)=C1 thymidine